4-(((3S,4S)-1-((2-chlorophenyl)sulfonyl)-4-hydroxy-4-(hydroxymethyl)pyrrolidin-3-yl)sulfonyl)-2-fluorobenzonitrile ClC1=C(C=CC=C1)S(=O)(=O)N1C[C@@H]([C@](C1)(CO)O)S(=O)(=O)C1=CC(=C(C#N)C=C1)F